tert-Butyl ((3'-fluoro-6'-methoxy-[2,2'-bipyridin]-5-yl)methyl)carbamate FC=1C(=NC(=CC1)OC)C1=NC=C(C=C1)CNC(OC(C)(C)C)=O